iridium-tantalum-tin-titanium [Ti].[Sn].[Ta].[Ir]